FC(C1=NC(=NC(=N1)C(F)(F)F)N1[C@H](C=2NC3=CC=C(C=C3C2CC1)N1N=CC=N1)C[C@@H]1COCCC1)(F)F (1S)-2-[4,6-bis(trifluoromethyl)-1,3,5-triazin-2-yl]-1-{[(3R)-oxan-3-yl]methyl}-6-(2H-1,2,3-triazol-2-yl)-2,3,4,9-tetrahydro-1H-pyrido[3,4-b]indole